1-((2-aminothiazol-5-yl)methyl)-N-phenylpiperidine-3-carboxamide NC=1SC(=CN1)CN1CC(CCC1)C(=O)NC1=CC=CC=C1